C(C)OC(/C(=N/O)/C#N)=O (2E)-cyano(hydroxyimino)acetic acid ethyl ester